Azobenzen N(=NC1=CC=CC=C1)C1=CC=CC=C1